OC=1C(=CC(=C2C=CC=NC12)[N+](=O)[O-])C(NC(CCCC)=O)C=1C=NC=NC1 N-[(8-hydroxy-5-nitroquinolin-7-yl)(pyrimidin-5-yl)methyl]pentanamide